OC1(CCC(CC1)NC(=O)C=1N=C(C=C2C1NN=C2)N2C=NC=C2)C N-((1s,4s)-4-hydroxy-4-methylcyclohexyl)-5-(1H-imidazol-1-yl)-1H-pyrazolo[3,4-c]pyridine-7-carboxamide